NC(C(CN1N=CN=C1)NC(=O)C1=C(OC2=C1C=C(C=C2)OCC2=CN=C(S2)C)C)=O N-(1-amino-1-oxo-3-(1H-1,2,4-triazol-1-yl)propan-2-yl)-2-methyl-5-((2-methylthiazol-5-yl)methoxy)benzofuran-3-carboxamide